5-cyclopropyl-1-ethyl-1H-pyrazole C1(CC1)C1=CC=NN1CC